4-(5-(4-benzoylpiperazine-1-yl)-3-phenylpyrazin-2-yl)benzamide C(C1=CC=CC=C1)(=O)N1CCN(CC1)C=1N=C(C(=NC1)C1=CC=C(C(=O)N)C=C1)C1=CC=CC=C1